((E)-3-(4-((2-((6-((E)-3,5-bis(trifluoro-methyl)benzylidene)-5-oxo-5,6,7,8-tetrahydronaphthalen-2-yl)oxy)acetamido)-methyl)phenyl)-N-((tetrahydro-2H-pyran-2-yl)oxy)acrylamide) FC(C=1C=C(\C=C/2\C(C=3C=CC(=CC3CC2)OCC(=O)NCC2=CC=C(C=C2)/C=C/C(=O)NOC2OCCCC2)=O)C=C(C1)C(F)(F)F)(F)F